3',4'-Difluoro-3-[1-oxo-6-(1H-[1,2,3]triazol-4-yl)-1,3-dihydroisoindol-2-yl]biphenyl-4-carboxylic acid 2-methoxy-ethyl ester COCCOC(=O)C1=C(C=C(C=C1)C1=CC(=C(C=C1)F)F)N1C(C2=CC(=CC=C2C1)C=1N=NNC1)=O